CN(CCNC)C N1,N1,N2-trimeth-ylethane-1,2-diamine